Ethyl (E)-3-(4-bromo-1-methyl-1H-imidazol-2-yl)acrylate BrC=1N=C(N(C1)C)/C=C/C(=O)OCC